dimethyl-[1,1'-binaphthalene]-2,2'-diol CC=1C(=C(C(=C2C=CC=CC12)C=1C(=CC=C2C=CC=CC12)O)O)C